C1(CC1)CC=1C(=C(C=CC1)[C@H](C(=O)O)N1C[C@@H](CC1)OCCCCCC1=NC=2NCCCC2C=C1)OC (R)-2-(3-(cyclopropylmethyl)-2-methoxyphenyl)-2-((R)-3-((5-(5,6,7,8-tetrahydro-1,8-naphthyridin-2-yl)pentyl)oxy)pyrrolidin-1-yl)acetic acid